CC1=CNC=C1 3-methyl-1H-pyrrol